CC1(CC2C(CCCC(CCC12)C)C)C 11,11-dimethyl-4,8-dimethylbicyclo[7.2.0]undecane